8-(2-chloro-4-fluorophenyl)-9-(4-((1-(3-fluoropropyl)pyrrolidin-3-yl)methyl)phenyl)-6,7-dihydro-5H-benzo[7]annulene-3-carboxylic acid hydrochloride Cl.ClC1=C(C=CC(=C1)F)C=1CCCC2=C(C1C1=CC=C(C=C1)CC1CN(CC1)CCCF)C=CC(=C2)C(=O)O